C(#N)C1=C(C=C(C=C1)C=1C=C(C(=O)O)C=CC1C=1C=C2C=CN(C2=CC1F)CC(C)(C)O)F 3-(4-cyano-3-fluoro-phenyl)-4-[6-fluoro-1-(2-hydroxy-2-methyl-propyl)indol-5-yl]Benzoic acid